C(C1=CC=CC=C1)OC=1C2=C(N=C(N1)OC[C@H]1N(CCC1)C)CN(CC2)C2=CC(=CC1=CC=CC=C21)OCOC 4-benzyloxy-7-[3-(methoxymethoxy)-1-naphthyl]-2-[[(2S)-1-methylpyrrolidin-2-yl]methoxy]-6,8-dihydro-5H-pyrido[3,4-d]pyrimidine